The molecule is a very long-chain primary fatty alcohol that is pentacosane in which a hydrogen attached to one of the terminal carbons is replaced by a hydroxy group. It has been identified in the roots of Rhodiola imbricata. It has a role as a plant metabolite. It derives from a hydride of a pentacosane. CCCCCCCCCCCCCCCCCCCCCCCCCO